CN1CCN(CC1)CC#CC1=C(C=CC=C1)O 2-(3-(4-methylpiperazin-1-yl)prop-1-ynyl)phenol